COC1=CC=2N(C=C1C(=O)NC1=NC=CC=C1)C=C(N2)C2CC21CCCCO1 7-methoxy-2-(8-oxaspiro[2.5]oct-2-yl)-N-(2-pyridinyl)imidazo[1,2-a]pyridine-6-carboxamide